FC=1C=C2C(CC3(NC2=CC1)CCN(CC3)C(=O)NCC3=C(C=C(C=C3)F)OC)=O 6'-fluoro-N-(4-fluoro-2-methoxybenzyl)-4'-oxo-3',4'-dihydro-1'H-spiro[piperidine-4,2'-quinoline]-1-carboxamide